chromium tris-(5-hydroxytryptophan) OC1=CC=C2NC=C(C[C@H](N)C(=O)O)C2=C1.OC1=CC=C2NC=C(C[C@H](N)C(=O)O)C2=C1.OC1=CC=C2NC=C(C[C@H](N)C(=O)O)C2=C1.[Cr]